[H-].[Sr+2].C1(C=CC(N1C1(CC=C(C=C1)C)N1C(C=CC1=O)=O)=O)=O.[H-] (4,4'-bismaleimidophenyl)methane Strontium hydride